2-[(4,4-difluorocyclohexyl)amino]-6-[5-(difluoromethyl)-1,3,4-oxadiazol-2-yl]-2,3-dihydro-1H-isoindol-1-one FC1(CCC(CC1)NN1C(C2=CC(=CC=C2C1)C=1OC(=NN1)C(F)F)=O)F